mono3-decen-1-ol maleate C(\C=C/C(=O)O)(=O)O.C(CC=CCCCCCC)O